The molecule is a triterpenoid saponin that is (3beta,16alpha)-13,28-epoxyoleanane-3,16,29-triol attached to a tetrasaccharide residue at position 3 via a glycosidic linkage. It has been isolated from the aerial parts of Lysimachia clethroides. It has a role as a plant metabolite. It is a cyclic ether, a hexacyclic triterpenoid, a tetrasaccharide derivative, a triterpenoid saponin and a diol. It derives from a hydride of an oleanane. C[C@H]1[C@@H]([C@H]([C@H]([C@@H](O1)O[C@@H]2[C@H]([C@@H]([C@H](O[C@H]2O[C@H]3CO[C@H]([C@@H]([C@H]3O)O[C@H]4[C@@H]([C@H]([C@@H]([C@H](O4)CO)O)O)O)O[C@H]5CC[C@@]6([C@H]7CC[C@@]89[C@@H]1C[C@](CC[C@]1(CO8)[C@@H](C[C@]9([C@@]7(CC[C@H]6C5(C)C)C)C)O)(C)CO)C)CO)O)O)O)O)O